dioxaphosphocin C1=CC=POOC=C1